4-benzyl-6-chloro-3-[5-(2-methylindazol-5-yl)-4,5-dihydro-1H-pyrazol-3-yl]-1H-quinolin-2-one C(C1=CC=CC=C1)C1=C(C(NC2=CC=C(C=C12)Cl)=O)C1=NNC(C1)C1=CC2=CN(N=C2C=C1)C